O1C=CN=CC=C1 [1,4]Oxazepin